C(C)OC1=C(C=CC=C1)N1CCN(CC1)CC(COC=1C=C2C(C(OCC2=CC1OC)C)=O)O 6-(3-(4-(2-ethoxyphenyl)piperazin-1-yl)-2-hydroxypropoxy)-7-methoxy-3-methylisochroman-4-one